Cl.Cl.CC=1SC2=C(N=NC(=C2N[C@@H]2CNCCC2)C2=C(C=CC=C2O)C=2C=NNC2)N1 6-{methyl[(3S)-piperidin-3-yl]amino[1,3]thiazolo[4,5-c]pyridazin-3-yl}-5-(1H-pyrazol-4-yl)phenol dihydrochloride